3-fluoro-4-pyrazolo[1,5-a]pyrazin-4-yloxy-aniline FC=1C=C(N)C=CC1OC=1C=2N(C=CN1)N=CC2